CC1=C(C(=O)O)C=CC=C1[N+](=O)[O-] 2-methyl-3-nitrobenzoic acid